ClC1=C(C=C(C=C1)F)C1=CC=C(N=N1)NC1C2CNCC12 N-[6-(2-chloro-5-fluoro-phenyl)pyridazin-3-yl]-3-azabicyclo[3.1.0]hexan-6-amine